Tert-butyl 4-[3-(10-borabicyclo[4.3.1]decan-10-yl)propyl]piperazine-1-carboxylate C12CCCCC(CCC1)B2CCCN2CCN(CC2)C(=O)OC(C)(C)C